N1=NC=C2C1=CN=CC=N2 pyrazolo[1,4]diazepine